C(C)OC1=CC=NC=2N(C(N(C(C21)=O)CC(=O)NCC=2OC=CC2)=O)C 5-Ethoxy-N-(2-furanylmethyl)-1,4-dihydro-1-methyl-2,4-dioxopyrido[2,3-d]pyrimidine-3(2H)-acetamide